C1(CC1)C1=C(OC=2C3=C(N=CN2)CNCC3)C=CC(=C1)F 4-(2-cyclopropyl-4-fluorophenoxy)-5,6,7,8-tetrahydropyrido[3,4-d]pyrimidine